(R)-4,4,4-trifluoro-3-((2-methylene-4-(((R)-octan-2-yl)oxy)-4-oxobutanoyl)oxy)butanoic Acid FC([C@@H](CC(=O)O)OC(C(CC(=O)O[C@H](C)CCCCCC)=C)=O)(F)F